N-phenyl-4-(2-{[4-(morpholin-4-yl)phenyl]amino}pyrimidin-4-yl)piperazine-1-carboxamide C1(=CC=CC=C1)NC(=O)N1CCN(CC1)C1=NC(=NC=C1)NC1=CC=C(C=C1)N1CCOCC1